(E)-1-(4-(4-([1,2,4]triazolo[1,5-a]pyridin-7-yloxy)-3-methylphenylamino)quinazolin-6-yl)-3-(2-(dimethylamino)ethylidene)pyrrolidin-2-one N=1C=NN2C1C=C(C=C2)OC2=C(C=C(C=C2)NC2=NC=NC1=CC=C(C=C21)N2C(/C(/CC2)=C/CN(C)C)=O)C